3-(4-methylpiperidine-4-carbonyl)benzamide CC1(CCNCC1)C(=O)C=1C=C(C(=O)N)C=CC1